N1(C=CC=C1)C1=CN=CC(=N1)C=1N=NNC1 4-(6-(1H-pyrrol-1-yl)pyrazin-2-yl)-1H-1,2,3-triazol